O=C1NC(CCC1N1C(C2=CC=C(C=C2C1=O)N1C[C@H](CC1)NC(C1=NC=C(C=C1)N1CCN(CC1)CC=1C=NC=2C=C(C(NC2C1)=O)CC)=O)=O)=O N-((3S)-1-(2-(2,6-dioxopiperidin-3-yl)-1,3-dioxoisoindolin-5-yl)pyrrolidin-3-yl)-5-(4-((7-ethyl-6-oxo-5,6-dihydro-1,5-naphthyridin-3-yl)methyl)piperazin-1-yl)picolinamide